N1C=CC2=CC=CC(=C12)\C=C\1/C(N(C2=CC(=C(C=C12)C#N)C)C1=CC=C(C=C1)S(=O)(=O)C)=O (Z)-3-((1H-indol-7-yl)methylene)-6-methyl-1-(4-(methylsulfonyl)phenyl)-2-oxoindoline-5-carbonitrile